C(C)(C)(C)O\N=C(\[C@H]1CC[C@H](CC1)N(C1=C(C(N(C2=CC(=C(N=C12)C#N)OC1COCC1)C)=O)C(=O)N)C)/C1=CC=CC=C1 4-((cis-4-((Z)-(tert-Butoxyimino)(phenyl)methyl)cyclohexyl)(methyl)amino)-6-cyano-1-methyl-2-oxo-7-((tetrahydrofuran-3-yl)oxy)-1,2-dihydro-1,5-naphthyridine-3-carboxamide